methyl 8-bromo-5-hydroxy-1-(4-methoxybenzyl)-2-oxo-2,3,4,5-tetrahydro-1H-benzo[b]azepine-4-carboxylate BrC=1C=CC2=C(N(C(CC(C2O)C(=O)OC)=O)CC2=CC=C(C=C2)OC)C1